NC1=NN=C(O1)C=1C=C(C=CC1)C1=C(C(=C(C=C1)S(=O)(=O)C1CN(C1)C(=O)OC(C)(C)C)S(N(CC1=CC=C(C=C1)OC)CC1=CC=C(C=C1)OC)(=O)=O)C1=NN=NN1CC1=CC=C(C=C1)OC tert-Butyl 3-((3'-(5-amino-1,3,4-oxadiazol-2-yl)-3-(N,N-bis(4-methoxybenzyl)sulfamoyl)-2-(1-(4-methoxybenzyl)-1H-tetrazol-5-yl)-[1,1'-biphenyl]-4-yl)sulfonyl)azetidine-1-carboxylate